BrC=1C=CC2=C(C(=NO2)C(=O)OCC)C1 Ethyl 5-bromobenzo[d]isoxazole-3-carboxylate